FC1(OC2=CC3=C(N=C(O3)C3=C(C=C(C=N3)OC(C#N)(C)C)S(=O)(=O)CC)C=C2O1)F 2-[[6-(2,2-difluoro-[1,3]dioxolo[4,5-f][1,3]benzoxazol-6-yl)-5-ethylsulfonyl-3-pyridinyl]oxy]-2-methyl-propionitrile